CON(C(=O)C=1N=NC(=CC1)OCC(F)(F)F)C N-methoxy-N-methyl-6-(2,2,2-trifluoroethoxy)pyridazine-3-carboxamide